methyl (S)-2-(4-(6-((4-cyano-2-fluorobenzyl)oxy)pyridin-2-yl)-2-fluorophenoxy)-1-(oxetan-2-ylmethyl)-1H-benzo[d]imidazole-6-carboxylate C(#N)C1=CC(=C(COC2=CC=CC(=N2)C2=CC(=C(OC3=NC4=C(N3C[C@H]3OCC3)C=C(C=C4)C(=O)OC)C=C2)F)C=C1)F